C(C)(C)(C)C=1C=C2C=NNC(C2=C(C1)F)=O 6-(tert-butyl)-8-fluorophthalazin-1(2H)-one